OC1[C@H](O)C([C@H](O1)CO)=O D-erythro-pentofuranos-3-ulose